N-((1-((5-([4,4'-bipiperidin]-1-ylmethyl)-3',5'-dichloro-[1,1'-biphenyl]-3-yl)methyl)piperidin-4-yl)methyl)formamide N1(CCC(CC1)C1CCNCC1)CC=1C=C(C=C(C1)C1=CC(=CC(=C1)Cl)Cl)CN1CCC(CC1)CNC=O